NC[C@@H](C(=O)N1CCN(CC1)C)NC(=O)[C@H]1N(C[C@H](C1)OC1=CC(=CC=C1)Br)C(=O)OC(C)(C)C tert-butyl (2S,4S)-2-[[(1S)-1-(aminomethyl)-2-(4-methylpiperazin-1-yl)-2-oxo-ethyl]carbamoyl]-4-(3-bromophenoxy)pyrrolidine-1-carboxylate